FC(C(CCC(=O)O)CN=C=O)(F)F 5,5,5-trifluoro-4-(isocyanatomethyl)pentanoic acid